3-(6-(azetidin-3-ylsulfanyl)-1-oxoisoindolin-2-yl)piperidine-2,6-dione N1CC(C1)SC1=CC=C2CN(C(C2=C1)=O)C1C(NC(CC1)=O)=O